CC1=C(C(CCC1)(C)C)/C=C/C(=C/C=C/C(=C/C=C/C=C(\C)/C=C/C=C(\C)/C=C/C=C(\C)/C=O)/C)/C 4'-Apo-beta-carotenal